[Li].CN1N=CC=C1C(=O)NCC(=O)O 2-[(2-methylpyrazole-3-carbonyl)amino]acetic acid lithium